F[C@@H]1CN(CC[C@@H]1NC1=NC=C(C(=N1)C1=CC2=C(C(NC2=O)(C)C)S1)C(F)(F)F)S(=O)(=O)C 2-(2-(((3R,4S)-3-fluoro-1-(methylsulfonyl)piperidin-4-yl)amino)-5-(trifluoro-methyl)pyrimidin-4-yl)-6,6-dimethyl-5,6-dihydro-4H-thieno[2,3-c]pyrrol-4-one